24-ethyl-5,22-cholestadien-3b-ol C(C)C(C(C)C)C=C[C@@H](C)[C@H]1CC[C@H]2[C@@H]3CC=C4C[C@H](CC[C@]4(C)[C@H]3CC[C@]12C)O